8-(2-fluoro-4-(trifluoromethyl)phenyl)-2,3-dimethyl-6-((2r,6s)-2-methyl-6-(2-methylpyridin-4-yl)morpholino)pyrimido[5,4-d]pyrimidin-4(3H)-one FC1=C(C=CC(=C1)C(F)(F)F)C1=NC(=NC2=C1N=C(N(C2=O)C)C)N2C[C@H](O[C@H](C2)C2=CC(=NC=C2)C)C